3-(4-(2-(4-chlorophenyl)but-3-yn-2-yl)thiazol-2-yl)-1,1-bis(2-hydroxyethyl)urea ClC1=CC=C(C=C1)C(C)(C#C)C=1N=C(SC1)NC(N(CCO)CCO)=O